FC(C(=O)O)(F)F.C(C)(=O)N[C@H]1[C@@H](CNC1)C(=O)NCCCCCCCCCCCCCC (3R,4S)-4-acetamido-N-tetradecylpyrrolidine-3-carboxamide trifluoroacetate